[S].[N+](=O)([O-])C1=C(C=CC=C1)N=O nitro(nitroso)benzene sulfur